O1CC(C1)OC=1C(NC=C2C=NNC(C21)=O)=O 8-(oxetan-3-yloxy)pyrido[3,4-d]pyridazin-1,7(2H,6H)-dione